Cl.C(CCCCCCCCCCCCCCC)N(C1=CC=C(C=C1)CCCC)CCCCCCCCCCCCCCCC N,N-dihexadecyl-4-butylaniline hydrochloride